(6R)-N-cyano-N'-((8-fluoro-1,2,3,5,6,7-hexahydro-s-indacen-4-yl)carbamoyl)-6-(3-methoxyazetidin-1-yl)-6,7-dihydro-5H-pyrazolo[5,1-b][1,3]oxazine-3-sulfonimidamide C(#N)NS(=O)(=NC(NC1=C2CCCC2=C(C=2CCCC12)F)=O)C=1C=NN2C1OC[C@@H](C2)N2CC(C2)OC